NC=1N=C(C2=C(N1)C(=CS2)Cl)C=2N=NN(C2)CC2=CC=CC(=N2)C(C)(C)O 2-(6-((4-(2-amino-7-chlorothieno[3,2-d]pyrimidin-4-yl)-1H-1,2,3-triazol-1-yl)methyl)pyridin-2-yl)propan-2-ol